ethyl 1,3-benzoxazole-2-carboxylate O1C(=NC2=C1C=CC=C2)C(=O)OCC